CN(C1=CC=C(C=C1)C=1C(N(C2=CC=C(C=C2C1)C1=CC=C(C=C1)C1CCN(CC1)C(C)C)C)=O)C 3-[4-(dimethylamino)phenyl]-1-methyl-6-{4-[1-(propan-2-yl)piperidin-4-yl]phenyl}-1,2-dihydro-quinolin-2-one